5-(4-(((2S,6R)-6-(methoxymethyl)-6-methyl-1,4-dioxan-2-yl)methoxy)phenyl)-2-oxo-6-(trifluoromethyl)-1,2-dihydropyridine-3-carboxamide COC[C@@]1(COC[C@H](O1)COC1=CC=C(C=C1)C=1C=C(C(NC1C(F)(F)F)=O)C(=O)N)C